3-amino-N-{2-[3-amino-4-(fluoromethyl)pyrrolidin-1-yl]-3-fluoro-5,6,7,8-tetrahydroquinolin-6-yl}-5-fluoro-6-methylthieno[2,3-b]pyridine-2-carboxamide NC1=C(SC2=NC(=C(C=C21)F)C)C(=O)NC2CC=1C=C(C(=NC1CC2)N2CC(C(C2)CF)N)F